methyl 4-amino-1-(4-amino-2-chlorophenyl)-2-oxo-7-trifluoromethyl-1,2-dihydro-1,8-naphthyridine-3-carboxylate NC1=C(C(N(C2=NC(=CC=C12)C(F)(F)F)C1=C(C=C(C=C1)N)Cl)=O)C(=O)OC